CC(CC(=O)OCC1=CC=CC=C1)CC(=O)OC(CO)CO O1-benzyl O5-[2-hydroxy-1-(hydroxymethyl) ethyl] 3-methylpentanedioate